C1NCC12CCN(CC2)C2=CC=C(C=C2)NC=2N=CC1=C(N2)N(C(=C1F)C1CC1)C1=CC=CC(=N1)N=S(=O)(C)C ((6-(2-((4-(2,7-diazaspiro[3.5]nonan-7-yl)phenyl)amino)-6-cyclopropyl-5-fluoro-7H-pyrrolo[2,3-d]pyrimidin-7-yl)pyridin-2-yl)imino)dimethyl-λ6-sulfanone